2-Amino-3-(4-methoxyphenyl)propionic acid tert-butyl ester C(C)(C)(C)OC(C(CC1=CC=C(C=C1)OC)N)=O